COC(CNC(=O)C1=NC(=C(C(=C1Cl)N)F)C1=C(C(=C(C=C1)Cl)OC)F)=O (4-amino-3-chloro-6-(4-chloro-2-fluoro-3-methoxyphenyl)-5-fluoropyridinoyl)glycine methyl ester